CN1N=CC(=C1C1=CC=2N(C=C1)N=C(C2)NC(=O)[C@@H]2C(C2)C2=CC=CC=C2)OC[C@@H]2N(CC2)C (S)-N-[5-[2-methyl-4-[((R)-1-methylazetidin-2-yl)methoxy]pyrazol-3-yl]pyrazolo[1,5-a]pyridin-2-yl]-2-phenyl-cyclopropanecarboxamide